S1C2=C(C=C1C1=CN=C3C(=N1)N(N=N3)C(C)C=3C=C1C=C(C=NC1=CC3)C=3C=NN(C3)C)C=CC=C2 6-(1-(6-(benzo[b]thiophen-2-yl)-1H-[1,2,3]triazolo[4,5-b]pyrazin-1-yl)ethyl)-3-(1-methyl-1H-pyrazol-4-yl)quinoline